[O-2].[Er+3].[O-2].[O-2].[Er+3] Erbium-oxid